(S)-3-((7-cyano-5-(((S)-tetrahydrofuran-3-yl)oxy)-2,6-naphthyridin-3-yl)amino)piperidine C(#N)C1=NC(=C2C=C(N=CC2=C1)N[C@@H]1CNCCC1)O[C@@H]1COCC1